C(C)(C)(C)C1CCN(CC1)C1=CC=C(C=C1)C1=NC(=C(C(=N1)C)C(=O)O)C 2-(4-(4-(tert-butyl)piperidin-1-yl)phenyl)-4,6-dimethylpyrimidine-5-carboxylic acid